1-((3R,4R)-3-(4-ethynylbenzyloxy)-4-(4-(pyridin-3-yl)-1H-1,2,3-triazol-1-yl)pyrrolidin-1-yl)prop-2-en-1-one C(#C)C1=CC=C(CO[C@@H]2CN(C[C@H]2N2N=NC(=C2)C=2C=NC=CC2)C(C=C)=O)C=C1